[OH-].[Cs+].O1CC(C1)CN1N=CC=C1C(=O)[O-].[Cs+] Cesium 2-(oxetan-3-ylmethyl)pyrazole-3-carboxylate Cesium hydroxide